C(#N)C1=C(C=CC=C1)S(=O)(=O)C(C)(C)C1CCN(CC1)C(=O)NC1=CC=NS1 4-(2-((2-cyanophenyl)sulfonyl)propan-2-yl)-N-(isothiazol-5-yl)piperidine-1-carboxamide